(tert-butylsulfonyl)-2,3-dihydro-1H-pyrrolo[3,2-b]pyridin-6-amine C(C)(C)(C)S(=O)(=O)N1CCC2=NC=C(C=C21)N